2-((Tert-butoxycarbonyl)amino)-1-(3-chlorophenyl)ethyl methanesulfonate CS(=O)(=O)OC(CNC(=O)OC(C)(C)C)C1=CC(=CC=C1)Cl